sodium (+)-ascorbate O=C1C(O)=C([O-])[C@H](O1)[C@@H](O)CO.[Na+]